CC1=NN=C(S1)N([C@H]1[C@@H](C1)C1=CC=CS1)C1CCOCC1 N-(5-methyl-1,3,4-thiadiazol-2-yl)-5-((1R,2R)-2-(tetrahydro-2H-pyran-4-ylamino)-cyclopropyl)thiophene